OC1=C(C(=O)O)C=C(C=C1)NC(CCC1=CC=CC=C1)=O 2-Hydroxy-5-(3-phenylpropanamido)benzoic acid